methyl 4-(2-chloro-6-fluorophenyl)-6-methylnicotinate ClC1=C(C(=CC=C1)F)C1=CC(=NC=C1C(=O)OC)C